ClC1=C(C=CC(=C1)F)C1=CC=NC2=CC(=CC=C12)O[C@@H](C(=O)NC=1C=C(C(=O)OCC)C=CC1)C ethyl 3-[[(2R)-2-[[4-(2-chloro-4-fluoro-phenyl)-7-quinolyl]oxy]propanoyl]amino]benzoate